4-(4-((3-(dimethylamino)benzyl)(3-methoxybenzyl)amino)benzyl)piperazin-2-one CN(C=1C=C(CN(C2=CC=C(CN3CC(NCC3)=O)C=C2)CC2=CC(=CC=C2)OC)C=CC1)C